1-hexyl-4,5-dimethyl-imidazolium tert-butyl-4-[4-[(2,4-dioxo-3-azabicyclo[3.1.1]heptan-5-yl)amino]phenyl]-3,6-dihydro-2H-pyridine-1-carboxylate C(C)(C)(C)OC(=O)N1CCC(=CC1)C1=CC=C(C=C1)NC12C(NC(C(C1)C2)=O)=O.C(CCCCC)N2C=[NH+]C(=C2C)C